N-3-aminopropyl-amino-2-benzyl-2-aminopropyl-trimethoxysilane NCCCNC(C[Si](OCN)(OC)OC)(C)CC1=CC=CC=C1